8-methoxy-3-(2-methoxy-4-methylphenyl)sulfonyl-4H-triazolo[1,5-a]quinazolin-5-one COC1=CC=C2C(NC=3N(C2=C1)N=NC3S(=O)(=O)C3=C(C=C(C=C3)C)OC)=O